4-(5-(1-methyl-1H-pyrrolo[2,3-b]pyridin-5-yl)-1-((1-methylpiperidin-4-yl)methyl)-1H-pyrrolo[2,3-c]pyridin-4-yl)benzonitrile CN1C=CC=2C1=NC=C(C2)C=2C(=C1C(=CN2)N(C=C1)CC1CCN(CC1)C)C1=CC=C(C#N)C=C1